(5-cyano-1-(4-(difluoromethylene)cyclohexyl)-1H-pyrazol-3-yl)-4-((2-hydroxyethyl)sulfonamido)-2-(6-azaspiro[2.5]octan-6-yl)benzamide C(#N)C1=CC(=NN1C1CCC(CC1)=C(F)F)C=1C(=C(C(=O)N)C=CC1NS(=O)(=O)CCO)N1CCC2(CC2)CC1